C(C)(=O)O.C(C)(=O)O.C(CCC1=CC(OC)=C(O)C=C1)(=O)OC\C=C\C1=CC(OC)=C(O)C=C1 coniferyl dihydroferulate diacetate